N-(3-methoxybenzyl)-4-methyl-N-(quinolin-6-ylmethyl)thiazol-2-amine COC=1C=C(CN(C=2SC=C(N2)C)CC=2C=C3C=CC=NC3=CC2)C=CC1